C(C)(C)C1=C(C=CC=C1)C1=NC=C2NC(N(C2=N1)CC1=CC=C(C=C1)N1C(CCC1)=O)=O 2-(2-isopropylphenyl)-9-(4-(2-oxopyrrolidin-1-yl)benzyl)-7,9-dihydro-8H-purin-8-one